ClC=1C=C(C(=O)N(CC2CC2)C(C)C2=NC(=CC=C2N2N=CC=N2)Cl)C=C(C1)C(F)(F)F 3-chloro-N-[1-[6-chloro-3-(triazol-2-yl)-2-pyridyl]ethyl]-N-(cyclopropyl-methyl)-5-(trifluoromethyl)benzamide